[C].CS(=O)(=O)C1=CC=C(N)C=C1 4-(Methylsulfonyl)aniline carbon